N-[2-(2-aminoethoxy)ethyl]-4-[[3-[1-(2-chloroprop-2-enyl)-3-(trifluoromethyl)pyrazol-4-yl]imidazo[1,2-a]pyrazin-8-yl]amino]-2-ethylbenzamide NCCOCCNC(C1=C(C=C(C=C1)NC=1C=2N(C=CN1)C(=CN2)C=2C(=NN(C2)CC(=C)Cl)C(F)(F)F)CC)=O